7-isopropoxy-2-methylimidazo[1,2-a]pyridine-6-carboxylic acid C(C)(C)OC1=CC=2N(C=C1C(=O)O)C=C(N2)C